(quinoxaline-2-yl)acetic acid N1=C(C=NC2=CC=CC=C12)CC(=O)O